N4-(5-([1,2,4]triazolo[1,5-a]pyridin-7-yl)-2-methoxyphenyl)-7-methoxyquinazolin-4,6-diamine N=1C=NN2C1C=C(C=C2)C=2C=CC(=C(C2)NC2=NC=NC1=CC(=C(C=C21)N)OC)OC